bromomalonate BrC(C(=O)[O-])C(=O)[O-]